4-furandimethanol O1C(=CC(=C1)CO)CO